(E)-(benzoyloxy)diethyl-(styryl)silane C(C1=CC=CC=C1)(=O)O[Si](\C=C\C1=CC=CC=C1)(CC)CC